8-cyclopentyl-2-((2-(2-(dimethylamino)ethyl)-1,2,3,4-tetrahydroisoquinolin-7-yl)amino)-7-oxo-7,8-dihydropyrido[2,3-d]pyrimidine-6-carbonitrile C1(CCCC1)N1C(C(=CC2=C1N=C(N=C2)NC2=CC=C1CCN(CC1=C2)CCN(C)C)C#N)=O